C(C1=CC=CC=C1)N1C(C(C2=CC(=CC=C12)OC)=O)(O)C1=CC=C(C=C1)Br 1-Benzyl-2-(4-bromophenyl)-2-hydroxy-5-methoxy-2,3-dihydro-1H-indol-3-one